4-hydroxy-5-((2-methoxyphenyl)aminomethylsulfonyl)-6-oxo-3,6-dihydropyridine-1(2H)-carboxylic acid tert-butyl ester C(C)(C)(C)OC(=O)N1CCC(=C(C1=O)S(=O)(=O)CNC1=C(C=CC=C1)OC)O